tert-butyl (R)-(1-(5-fluoro-2-(2-hydroxyethoxy)phenyl)ethyl)(methyl)carbamate FC=1C=CC(=C(C1)[C@@H](C)N(C(OC(C)(C)C)=O)C)OCCO